ClC1=CC=C(C=C1)C=CC(=O)NC=1NC(=CN1)C1=CC=NC=C1 3-(4-chlorophenyl)-N-(5-(pyridin-4-yl)-1H-imidazol-2-yl)propenamide